(3,6-dichloro-2-methoxybenzoyl)oxyethanimidothioate ClC=1C(=C(C(=O)OCC(=N)[S-])C(=CC1)Cl)OC